C(CCCCCCCCCCCCCCCCCCC)NC(=O)N eicosylurea